3-amino-1-methyl-1,3-dihydro-2H-imidazo[4,5-b]pyridin-2-one NN1C(N(C=2C1=NC=CC2)C)=O